[2-[[1-(trifluoromethyl)cyclopropyl]methoxy]pyrimidin-5-yl]methanone tert-Butyl-1-oxospiro[indane-2,4'-piperidine]-1'-carboxylate C(C)(C)(C)OC(=O)N1CCC2(CC1)C(C1=CC=CC=C1C2)=O.FC(C2(CC2)COC2=NC=C(C=N2)C=O)(F)F